N[C@](C(=O)O)(CC1=C(C=C(C=C1)B(O)O)C)C (S)-2-amino-3-(4-dihydroxyboryl-2-methylphenyl)-2-methylpropanoic acid